CN(C(CCCOC1=CC=C2CCC3(C2=C1)CCC(CC3)C(=O)O)=O)CCC3=CC(=CC=C3)OCCN3CCC31COC1 6'-{4-[methyl(2-{3-[2-(6-oxa-1-azaspiro[3.3]heptan-1-yl)ethoxy]phenyl}ethyl)amino]-4-oxobutoxy}-2',3'-dihydrospiro[cyclohexane-1,1'-indene]-4-carboxylic acid